(S)-1-(tert-butyl)-3-(5-(hydroxymethyl)-2-oxo-1-(1-(3-(trifluoromethoxy)phenyl)ethyl)-1,2-dihydroquinoxalin-6-yl)urea C(C)(C)(C)NC(=O)NC=1C(=C2N=CC(N(C2=CC1)[C@@H](C)C1=CC(=CC=C1)OC(F)(F)F)=O)CO